2-(((2R,3S,4R,5R)-5-(6-amino-2-chloro-9H-purin-9-yl)-3,4-dihydroxytetrahydrofuran-2-yl)methoxy)-2-(5-methylisoxazol-3-yl)-3-phenylpropanoic acid NC1=C2N=CN(C2=NC(=N1)Cl)[C@H]1[C@@H]([C@@H]([C@H](O1)COC(C(=O)O)(CC1=CC=CC=C1)C1=NOC(=C1)C)O)O